COC1=C(C=CC=C1)C1CCN(CC1)C1=CC(N(N=C1)CC=1C(=NOC1C)C=1C=NC(=CC1)C)=O 5-(4-(2-methoxyphenyl)piperidin-1-yl)-2-((5-methyl-3-(6-methylpyridin-3-yl)isoxazol-4-yl)methyl)pyridazin-3(2H)-one